methyl (3-(2-cyano-4-((2-methyl-1H-imidazol-1-yl)methyl)phenyl)-5-isobutylthiophen-2-yl)sulfonylcarbamate C(#N)C1=C(C=CC(=C1)CN1C(=NC=C1)C)C1=C(SC(=C1)CC(C)C)S(=O)(=O)NC(OC)=O